tert-butyl ((trans)-3-((S)-1-(4-fluorophenyl)-N-methyl-1,2,3,4-tetrahydroisoquinoline-2-carboxamido)cyclobutyl)(methyl)carbamate FC1=CC=C(C=C1)[C@@H]1N(CCC2=CC=CC=C12)C(=O)N(C)[C@@H]1C[C@H](C1)N(C(OC(C)(C)C)=O)C